tert-butyl 4-(4-acetamido-3''-chloro-2'-methoxy-4''-(3-methyl-2-oxoimidazolidin-1-yl)-[1,1':3',1''-terphenyl]-3-yl)piperazine-1-carboxylate C(C)(=O)NC1=C(C=C(C=C1)C1=C(C(=CC=C1)C1=CC(=C(C=C1)N1C(N(CC1)C)=O)Cl)OC)N1CCN(CC1)C(=O)OC(C)(C)C